COC1=C(CN[C@H](C)C(=O)O)C=CC(=C1)OC N-(2,4-dimethoxybenzyl)-D-alanine